CN1CC(C=C(C1)C1=CNC2=NC=CC=C21)C#N 1-methyl-5-(1H-pyrrolo[2,3-b]pyridin-3-yl)-1,2,3,6-tetrahydropyridine-3-carbonitrile